C(CCCCCCCCCCCCCCCCCCCCCCC)(=O)OCCCCCCCCCCCCCCCCCCCC arachidyl lignocerate